C(C)(C)(C)OC(=O)N[C@H]1C[C@@H](CCC1)C(=O)O (1R,3R)-3-(tert-butoxycarbonylamino)cyclohexanecarboxylic acid